2-methyl-4-Oxobutyric acid methyl ester COC(C(CC=O)C)=O